C(CCC)(=O)OC=1C(=NC(=CC1)C=1N=NN(C1COC(=O)OC1=CC=C(C=C1)[N+](=O)[O-])C)CC (S)-1-(2-ethyl-6-(1-methyl-5-((((4-nitrophenoxy) carbonyl) oxy) methyl)-1H-1,2,3-triazol-4-yl) pyridin-3-yl) butyrate